cyanovinyl-ferrocene C(#N)C=C[C-]1C=CC=C1.[CH-]1C=CC=C1.[Fe+2]